NN1N=CN=C1 2-amino-[1,2,4]triazole